BrC=1C(=C(C=O)C=C(C1)Br)N 3,5-dibromo-o-amino-benzaldehyde